C(#N)CC1(CN(C1)C1CCN(CC1)C(=O)NC1=NC=CC=C1C(F)(F)F)N1N=CC(=C1)C=1C2=C(N=CN1)NC=C2 4-{3-(cyanomethyl)-3-[4-(7H-pyrrolo[2,3-d]pyrimidin-4-yl)-1H-pyrazol-1-yl]azetidin-1-yl}-N-[3-(trifluoromethyl)pyridin-2-yl]piperidine-1-carboxamide